F[C@@H]1C[C@H](N(C1)C(=O)C1=NC=2NC(CCC2C=C1)=O)C(=O)N[C@H](C1=CC=C(C=C1)C(C)C)C1=CC=CC=C1 (2S,4R)-4-fluoro-1-(7-oxo-5,6,7,8-tetrahydro-1,8-naphthyridine-2-carbonyl)-N-[(S)-phenyl[4-(propan-2-yl)phenyl]methyl]pyrrolidine-2-carboxamide